ClC1=C(C=C2CCNCC2=C1)NC1=NC=C(C(=N1)C1=CC2=C(C(N(CCS2(=O)=O)CC(F)(F)F)=O)S1)C(F)(F)F 7-(2-((7-chloro-1,2,3,4-tetrahydroisoquinolin-6-yl)amino)-5-(trifluoromethyl)pyrimidin-4-yl)-4-(2,2,2-trifluoroethyl)-3,4-dihydrothieno[2,3-f][1,4]thiazepin-5(2H)-one 1,1-dioxide